C(C)OC(=O)C=1C=NC(=NC1)N1CC2CCC(C1)N2C(=O)OC(C)(C)C tert-butyl 3-(5-(ethoxycarbonyl)pyrimidin-2-yl)-3,8-diazabicyclo[3.2.1]octane-8-carboxylate